3-(4-acetylphenyl)thiourea C(C)(=O)C1=CC=C(C=C1)NC(N)=S